ClC=1C(=NC(=NC1)N[C@@H]1C[C@H]2CO[C@@H]([C@H]1O)O2)C=2C=C(C1=C(N(C(=N1)C(C)(C)O)[C@H]1C(C1)(F)F)C2)F (1S,3R,4S,5R)-3-((5-chloro-4-(1-((R)-2,2-difluorocyclopropyl)-4-fluoro-2-(2-hydroxypropan-2-yl)-1H-benzo[d]imidazol-6-yl)pyrimidin-2-yl)amino)-6,8-dioxabicyclo[3.2.1]octan-4-ol